2-(dimethylamino)-1-(4-(3-isopropyl-2-(8-methoxy-[1,2,4]triazolo[1,5-a]pyridin-6-yl)-4-methyl-1H-pyrrolo[2,3-c]pyridin-5-yl)piperazin-1-yl)ethan-1-one CN(CC(=O)N1CCN(CC1)C=1C(=C2C(=CN1)NC(=C2C(C)C)C=2C=C(C=1N(C2)N=CN1)OC)C)C